C1(=CC=CC=C1)C(=O)C1=CC=C(C=C1)N1C2=CC=C(C=C2C=2C=C(C=C(C12)Br)C(C)(C)C)C(C)(C)C {4-[1-bromo-3,6-di-tert-butylcarbazole-9-yl]phenyl} phenyl ketone